NC(C(=O)[O-])CCP(=O)(C)O.[NH4+] ammonium 2-amino-4-[hydroxy(methyl)phosphinyl]butyrate